C(C)(C)(C)OC(=O)NCCS=C(C)[O-] S-(2-((tert-butoxycarbonyl)amino)ethyl)ethanethioate